3-(5-(1-(cyclopropylmethyl)piperidin-4-yloxy)pyridin-2-yl)-N-(3-methylpyridin-2-yl)-1,2,4-thiadiazol-5-amine C1(CC1)CN1CCC(CC1)OC=1C=CC(=NC1)C1=NSC(=N1)NC1=NC=CC=C1C